(R)-2-(1-cyclopropyl-2-hydroxy-2-methylpropyl)-7-(2-fluoro-4-(5-methyl-1,3,4-oxadiazol-2-yl)phenyl)isoindolin-1-one C1(CC1)[C@H](C(C)(C)O)N1C(C2=C(C=CC=C2C1)C1=C(C=C(C=C1)C=1OC(=NN1)C)F)=O